C1(CC1)C1=C(C(=CC(=C1)OC(F)F)C(C)C)NC(=O)N=S(=O)(N)C1=C(C=C(C=C1)C(C)(C)O)C N'-(2-cyclopropyl-4-(difluoromethoxy)-6-isopropylphenylcarbamoyl)-4-(2-hydroxypropan-2-yl)-2-methylbenzenesulfonimidamide